5-methanesulfonylbenzonitrile CS(=O)(=O)C=1C=CC=C(C#N)C1